C1(CC1)NC(=O)C1=C(C=CC=C1)SC1=CC=C2C(=NNC2=C1)\C=C\C1=NC=C(C=C1)CN1CCCC1 6-[2-(cyclopropylcarbamoyl)phenyl]thio-3-[(E)-2-[5-(pyrrolidin-1-ylmethyl)-2-pyridyl]vinyl]indazol